BrC(C(=O)NC1=NC=C(C=C1)C(C)C)C 2-bromo-N-(5-isopropylpyridin-2-yl)propanamide